N-hydroxy-4-(4-(2-methoxyethyl)phenoxy)-N-methylbenzamide ON(C(C1=CC=C(C=C1)OC1=CC=C(C=C1)CCOC)=O)C